BrC(C(=O)C1=CNC2=C(C=C(C=C12)Cl)C)C1=C(C=C(C=C1)F)OC 2-bromo-1-(5-chloro-7-methyl-1H-indol-3-yl)-2-(4-fluoro-2-methoxyphenyl)ethanone